rel-(R)-8-(2-(azetidine-1-carbonyl)morpholino)-3-(5-(difluoromethyl)-1,3,4-thiadiazol-2-yl)-N-(1-methylcyclopropyl)imidazo[1,5-a]pyridine-6-sulfonamide N1(CCC1)C(=O)[C@@H]1OCCN(C1)C=1C=2N(C=C(C1)S(=O)(=O)NC1(CC1)C)C(=NC2)C=2SC(=NN2)C(F)F |o1:6|